C(C)(=S)OC(C1=CC(=C(C(=C1)C(C)(C)C)O)C(C)(C)C)CC(CCCC)CC 2-ethylhexyl-(3,5-di-tert-butyl-4-hydroxybenzyl) thioacetate